ClC1=CC=C(C=C1)C1N(N=C(C1)C=1C(NC2=CN=CC=C2C1C1=CC=C(C=C1)Cl)=O)C(C(CC(=O)O)(F)F)=O 4-[3-(4-Chlorophenyl)-5-[4-(4-chlorophenyl)-2-oxo-1H-1,7-naphthyridin-3-yl]-3,4-dihydropyrazol-2-yl]-3,3-difluoro-4-oxo-butanoic acid